(1R,3S)-3-(1-(tert-butyl)-5-(pyridazin-4-ylamino)-1H-pyrazol-3-yl)cyclopentyl tert-butylcarbamate C(C)(C)(C)NC(O[C@H]1C[C@H](CC1)C1=NN(C(=C1)NC1=CN=NC=C1)C(C)(C)C)=O